C(#N)C1=NC(=NC(=C1)OC)N1N=CC(=C1)C(=O)O 1-(4-cyano-6-methoxypyrimidin-2-yl)-1H-pyrazole-4-carboxylic acid